FC1([C@@H]2[C@@H](N([C@H](C1)CC2)C(=O)C2(C1=CC=CC=C1C=1C=CC=CC21)O)C(=O)N[C@@H](C[C@@H]2C(NCC2)=O)\C=C(/S(=O)(=O)C)\F)F (1S,3R,4S)-5,5-difluoro-N-((S,Z)-4-fluoro-4-(methylsulfonyl)-1-((R)-2-oxopyrrolidin-3-yl)but-3-en-2-yl)-2-(9-hydroxy-9H-fluorene-9-carbonyl)-2-azabicyclo[2.2.2]octane-3-carboxamide